N-({4-[(quinolin-8-yl)sulfamoyl]phenyl}methyl)-1H-pyrrolo[3,2-c]pyridine-2-carboxamide N1=CC=CC2=CC=CC(=C12)NS(=O)(=O)C1=CC=C(C=C1)CNC(=O)C1=CC=2C=NC=CC2N1